4-Dimethylamino-4-(5-methyl-thiophen-2-yl)-cyclohexan-1-one CN(C1(CCC(CC1)=O)C=1SC(=CC1)C)C